C1(CCC1)OC1=CC=CC(=N1)C1=CC(=C(C=C1)N1CCC(CC1)CC(=O)O)F 2-[1-[4-[6-(cyclobutoxy)-2-pyridinyl]-2-fluoro-phenyl]-4-piperidinyl]acetic acid